ClC=1C(=C(CN2[C@@H](C[C@@](CC2)(C(=O)O)CC2=NC(=C(C(=C2F)C(C)(F)F)F)NC2=NNC(=C2)C)C)C=CC1)F (2R,4R)-1-(3-chloro-2-fluorobenzyl)-4-((4-(1,1-difluoroethyl)-3,5-difluoro-6-((5-methyl-1H-pyrazol-3-yl)amino)pyridin-2-yl)meth-yl)-2-methylpiperidine-4-carboxylic acid